NC1=NC2=C(C=3N1N=C(N3)C3=NC=CC=C3)C(=C(N2CCN2CCN(CC2)C2=CC=NC=C2)C(=O)OC)C methyl 5-amino-9-methyl-2-(pyridin-2-yl)-7-(2-(4-(pyridin-4-yl) piperazin-1-yl) ethyl)-7H-pyrrolo[3,2-e][1,2,4]triazolo[1,5-c]pyrimidine-8-carboxylate